1-bromo-9-heptyl-7,7-dimethyl-6,8,10-trioxa-7-silaheptadecane BrCCCCCO[Si](OC(OCCCCCCC)CCCCCCC)(C)C